OC1(CC1)C1=NN(C=N1)C1CC2(CN(C2)C(=O)N2CC3(C2)CC(C3)CC=3C=C(C#N)C=C(C3)C(F)(F)F)C1 3-[[2-[6-[3-(1-hydroxycyclopropyl)-1,2,4-triazol-1-yl]-2-azaspiro[3.3]heptane-2-carbonyl]-2-azaspiro[3.3]heptan-6-yl]methyl]-5-(trifluoromethyl)benzonitrile